FC(C1=CC=C(C=C1)C1=CN=C(C2=NC=CN=C21)NCCO)(F)F 2-((8-(4-(trifluoromethyl)phenyl)pyrido[3,4-b]pyrazin-5-yl)amino)ethan-1-ol